N1=CC=CC=2C(=CC=CC12)S(=O)(=O)O 5-quinolinesulfonic acid